(E)-4-cyclopentylbut-3-en-2-one C1(CCCC1)/C=C/C(C)=O